C1(CC1)N1C=C(C2=CC=CC=C12)C1=NC(=NC=C1C=1C=NN(C1)C)NC=1C(=CC(=C(C1)NC(C=C)=O)N1C[C@H]2N(CC[C@H]2C1)C)OC N-(5-((4-(1-Cyclopropyl-1H-indol-3-yl)-5-(1-methyl-1H-pyrazol-4-yl)pyrimidin-2-yl)amino)-4-methoxy-2-((3aS,6aS)-1-methylhexahydropyrrolo[3,4-b]pyrrol-5(1H)-yl)phenyl)acrylamide